bis{4-methylphenyl} sulfide CC1=CC=C(C=C1)SC1=CC=C(C=C1)C